OC1=C(C(=CC=C1)OC)C(C)=O 1-(2-hydroxy-6-methoxyphenyl)-1-ethanone